2-hydroxyacetic acid OCC(=O)O